OC1=C(C=C(C=C1CCCC)CCC(C)=O)CCCC 4-(4-hydroxy-3,5-dibutylphenyl)butan-2-one